methyl 2-((2-(3-((tert-butoxycarbonyl)(6-methoxy-3-nitropyridin-2-yl)amino)prop-1-yn-1-yl)-4-fluorophenyl) amino)-5-fluoro-4-(trifluoromethyl)benzoate C(C)(C)(C)OC(=O)N(CC#CC1=C(C=CC(=C1)F)NC1=C(C(=O)OC)C=C(C(=C1)C(F)(F)F)F)C1=NC(=CC=C1[N+](=O)[O-])OC